C(C1=CC=CC=C1)C1=NN=C(S1)C(=O)N[C@@H]1C(N(C2=C(OC1)C=CC=N2)C)=O (S)-5-benzyl-N-(5-methyl-4-oxo-2,3,4,5-tetrahydropyrido[3,2-b][1,4]oxazepin-3-yl)-1,3,4-thiadiazole-2-carboxamide